(7S,14R)-9-(2,6-difluorophenyl)-14-fluoro-3,7-dimethyl-16-oxa-18-thia-2,4,5,8-tetrazatetracyclo[8.8.0.02,6.011,17]octadeca-1(10),3,5,8,11(17)-pentaene FC1=C(C(=CC=C1)F)C1=N[C@H](C2=NN=C(N2C=2SC=3OC[C@@H](CCC3C12)F)C)C